Methyl 4-(pyrrole-1-yl)butyrate N1(C=CC=C1)CCCC(=O)OC